3-(azetidin-3-yloxy)-5-(5-methyl-1,3-thiazol-2-yl)-N-{(1R)-1-[6-(trifluoromethyl)pyridazin-3-yl]ethyl}benzamide N1CC(C1)OC=1C=C(C(=O)N[C@H](C)C=2N=NC(=CC2)C(F)(F)F)C=C(C1)C=1SC(=CN1)C